(2,8-dimethyl-imidazo[1,2-A]pyridine-3-yl)-methanol CC=1N=C2N(C=CC=C2C)C1CO